CN1C(/C(/C2=CC=CC=C12)=C/[N+](=O)[O-])=O (E)-1-methyl-3-(nitromethylene)indol-2-one